BrC1=CC=2C=C(N3C(C2C=C1)=C1C=CC=CC1=N3)C3=CC=CC=C3 3-Bromo-6-phenylindazolo[3,2-a]isoquinoline